COC1=NC(=NC(=C1)CNC1CCOCC1)NC=1C(=C(C=CC1)C1=CC=CC=C1)C 4-methoxy-N-(2-methyl-[1,1'-biphenyl]-3-yl)-6-(((tetrahydro-2H-pyran-4-yl)amino)methyl)pyrimidin-2-amine